4-[3-Cyano-5-(2,6-dimethyl-benzyl)-2-hydroxy-phenyl]-4-oxo-butyric acid C(#N)C=1C(=C(C=C(C1)CC1=C(C=CC=C1C)C)C(CCC(=O)O)=O)O